beta-aminoethyl-methyl-triethoxysilane NCCC(C)O[Si](OCC)(OCC)C